2,6-dichloro-4-(furan-2-yl)pyridine-3,5-dicarbonitrile ClC1=NC(=C(C(=C1C#N)C=1OC=CC1)C#N)Cl